FC1=CC(=C(S1)C1=CC=C(C(=N1)C)O[C@@H]1C[C@H](CCC1)C(=O)OC)CNC(=O)O[C@H](C)C1=CC=CC=C1 methyl (1S,3S)-3-((6-(5-fluoro-3-(((((R)-1-phenylethoxy)carbonyl)amino)methyl)thiophen-2-yl)-2-methylpyridin-3-yl)oxy)cyclohexane-1-carboxylate